OCCN(CCO)CC1=C(C(N=C(N1)C=1SC=CN1)C1=C(C=C(C=C1)F)Br)C(=O)OCC ethyl 6-((bis(2-hydroxyethyl) amino) methyl)-4-(2-bromo-4-fluorophenyl)-2-(thiazol-2-yl)-1,4-dihydropyrimidine-5-carboxylate